sodium lithium silicate salt [Si]([O-])([O-])(O)O.[Li+].[Na+]